butyl 3-((6-((tert-butoxycarbonyl)(4,4-difluorocyclohexyl)amino)-2-(methylthio)pyrimidin-4-yl)oxy)azetidine-1-carboxylate C(C)(C)(C)OC(=O)N(C1=CC(=NC(=N1)SC)OC1CN(C1)C(=O)OCCCC)C1CCC(CC1)(F)F